O[C@@H]1[C@@H](CCC2=C1N=C(S2)C(=O)NC)[C@H]2N1C(C3=CC=CC=C23)=CN=C1 (4R,5S)-4-Hydroxy-5-((R)-5H-imidazo[5,1-a]isoindol-5-yl)-N-methyl-4,5,6,7-tetrahydrobenzo[d]thiazol-2-carboxamid